C(#N)C=1C=C(C=CC1)C(C(=O)O)(C)C 2-(3-cyanophenyl)-2-methylpropanoic acid